4-(7-(pyridin-2-yl)-7H-indolo[2,3-c]quinolin-6-yl)benzonitrile N1=C(C=CC=C1)N1C=2C=CC=CC2C2=C1C(=NC1=CC=CC=C21)C2=CC=C(C#N)C=C2